C1(=C(C(=CC(=C1)C)C)S(=O)(=O)O[Si](C)(C)C(C)(C)C)C tert-butyldimethylsilyl mesitylenesulfonate